3-(2,2-dimethyl-1-(2,2,2-trifluoroacetyl)-1,2,3,4-tetrahydroquinolin-4-yl)-1-methyl-7-(methylsulfonyl)-3,4-dihydropyrimido[4,5-d]pyrimidin-2(1H)-one CC1(N(C2=CC=CC=C2C(C1)N1C(N(C2=NC(=NC=C2C1)S(=O)(=O)C)C)=O)C(C(F)(F)F)=O)C